N-{[1-(4-hydroxy-4-methylpiperidine-1-carbonyl)cyclopentyl]methyl}-4H,5H,6H,7H,8H,9H-cycloocta[b]thiophene-2-carboxamide OC1(CCN(CC1)C(=O)C1(CCCC1)CNC(=O)C1=CC2=C(S1)CCCCCC2)C